NC1=NC(=CC(=N1)N1C[C@@H](CC1)N(C(OC(C)(C)C)=O)C)C=1C(=NN(C1)C)C tert-Butyl (R)-(1-(2-amino-6-(1,3-dimethyl-1H-pyrazol-4-yl)pyrimidin-4-yl)pyrrolidin-3-yl)(methyl)carbamate